angelic chloride C(\C(\C)=C/C)(=O)Cl